6-bromo-3-((4-(trifluoromethyl)phenyl)thio)-1H-indole-4-carboxylic acid BrC=1C=C(C=2C(=CNC2C1)SC1=CC=C(C=C1)C(F)(F)F)C(=O)O